ClC1=CC=C(CN2C(C3=C(C=4C=CC=CC24)CN(C3)C(=O)OC(C)(C)C)=O)C=C1 tert-Butyl 5-(4-chlorobenzyl)-4-oxo-1,3,4,5-tetrahydro-2H-pyrrolo[3,4-c]quinoline-2-carboxylate